((6-bromohexyl)oxy)dimethyl(((Z)-1-((2,7,8-trimethyl-2-((3E,7E)-4,8,12-trimethyltrideca-3,7,11-trien-1-yl)chroman-6-yl)oxy)octadec-9-en-1-yl)oxy)silane BrCCCCCCO[Si](OC(CCCCCCC\C=C/CCCCCCCC)OC=1C=C2CCC(OC2=C(C1C)C)(CC\C=C(\CC\C=C(\CCC=C(C)C)/C)/C)C)(C)C